ClC1=CC(=CC=C1)S(=O)(=O)C 1-chloro-3-(methylsulfonyl)benzene